N1C=NC(=C1)C1=C(N=C2N1C=C(C=N2)COCC2OCC(C2)C)C2=NC(=NN2)C(F)(F)F 5-[3-(1H-imidazol-4-yl)-6-{[(4-methyloxolan-2-yl)methoxy]methyl}imidazo[1,2-a]pyrimidin-2-yl]-3-(trifluoromethyl)-1H-1,2,4-triazole